CN(S(=O)(=O)NC(C1=CC(=CC=C1)[C@H]1OC2=C(C1)C=C(C=C2)C(F)(F)F)=O)C (S)-N-(N,N-dimethylsulfamoyl)-3-(5-(trifluoromethyl)-2,3-dihydrobenzofuran-2-yl)benzamide